heptadecan-9-yl 12-(8-((2-hexyldecanoyl) oxy) octyl)-2-methyl-7-oxo-8-oxa-2,6,12-triazaicosan-20-oate C(CCCCC)C(C(=O)OCCCCCCCCN(CCCOC(NCCCN(C)C)=O)CCCCCCCC(=O)OC(CCCCCCCC)CCCCCCCC)CCCCCCCC